CS(=O)(=O)N1CCC(CC1)COC=1C(C=COC1)=O 5-((1-(methylsulfonyl)-piperidin-4-yl)methoxy)-4H-pyran-4-one